C(CCCCCCCCCCCC(=O)OC)(=O)OC dimethyl 1,13-tridecanedioate